N-(4-(2,4-dihydroxyphenyl)thiazol-2-yl)butyramide OC1=C(C=CC(=C1)O)C=1N=C(SC1)NC(CCC)=O